C1(CC1)C1=C(C=C(C(=C1)CN1CCC2(CN(C(N2)=O)C2=CC=C(C(=O)NCCOC(CO)CO)C=C2)CC1)OCC)C1=CC=C(C=C1)F 4-(8-((2-cyclopropyl-5-ethoxy-4'-fluoro-[1,1'-biphenyl]-4-yl)methyl)-2-oxo-1,3,8-triazaspiro[4.5]decan-3-yl)-N-(2-((1,3-dihydroxypropan-2-yl)oxy)ethyl)benzamide